CC1=CC(=NN1)NC1=CC(=CC(=N1)NC1CC2CCC(C1)N2CCC#N)C=2C=NN(C2)C 3-((3-Exo)-3-((6-((5-methyl-1H-pyrazol-3-yl)amino)-4-(1-methyl-1H-pyrazol-4-yl)pyridin-2-yl)amino)-8-azabicyclo[3.2.1]oct-8-yl)propionitrile